ClC=1C(=C(C=CC1)NC1=NC=NC2=CC(=C(C=C12)[N+](=O)[O-])C#CC12CN(CC2C1)C1COC1)F N-(3-chloro-2-fluorophenyl)-6-nitro-7-((3-(oxetan-3-yl)-3-azabicyclo[3.1.0]hexane-1-yl)ethynyl)quinazolin-4-amine